N-octyl-α-heptadecyl-nitrone C(CCCCCCC)[N+](=CCCCCCCCCCCCCCCCCC)[O-]